C(C)(C)(C)OC(=O)N1CCCC(=CC1)C(=O)O 1-tert-butoxycarbonyl-2,3,4,7-tetrahydroazepine-5-carboxylic acid